4-methyl-7H-pyrrolo[2,3-d]pyrimidine CC=1C2=C(N=CN1)NC=C2